4-Ethoxy-N-phenylbenzamide C(C)OC1=CC=C(C(=O)NC2=CC=CC=C2)C=C1